1-Decyl-2-butylpyrrolidinium fluoride [F-].C(CCCCCCCCC)[NH+]1C(CCC1)CCCC